FC=1C=C(C=C(C1)C(F)(F)F)C(N)=S (E)-3-fluoro-5-(trifluoromethyl)benzene-1-thiocarboxamide